CC(C(=O)O)(C)C1=CC=CC=C1 α,α-dimethylphenylacetic acid